ClC=1C=C(C=CC1CN1C(=NC=C1)C)C1=C(C=CC(=C1)CC(C)C)S(=O)(=O)NC1=NC=CC=N1 2-[3-chloro-4-[(2-methyl-imidazol-1-yl)methyl]phenyl]-4-isobutyl-N-pyrimidin-2-yl-benzenesulfonamide